N1(CCCCC1)C(=O)OCOC(C(C)(C)C)=O [(2,2-dimethylpropanoyl)oxy]methyl piperidine-1-carboxylate